5,7-difluoro-3-{1-(1-(2-oxo-2-piperazin-1-yl-ethyl)-1H-indol-5-yl)-1H-[1,2,3]triazol-4-yl}-1H-quinolin-2-one FC1=C2C=C(C(NC2=CC(=C1)F)=O)C=1N=NN(C1)C=1C=C2C=CN(C2=CC1)CC(N1CCNCC1)=O